5,5-dimethyl-2-(2-methylphenyl)-1,3,2-dioxaborolan CC1(COB(O1)C1=C(C=CC=C1)C)C